C12(CC(C1)C2)CN2CCC(CC2)CCNC(=O)N2[C@@H](CN(C[C@@H]2C)C2=NC=C(C=N2)C#N)C (2R,6S)-N-[2-(1-{bicyclo[1.1.1]pentan-1-ylmethyl}piperidin-4-yl)ethyl]-4-(5-cyanopyrimidin-2-yl)-2,6-dimethylpiperazine-1-carboxamide